2-[(1S,4S,5R)-5-[[5-(2,6-dichlorophenyl)-3-(1-fluorocyclopropyl)-2H-pyrrol-4-yl]methoxy]-2-azabicyclo[2.2.1]heptan-2-yl]-4-(trifluoromethoxy)-1,3-benzothiazole-6-carboxylic acid ClC1=C(C(=CC=C1)Cl)C=1C(=C(CN1)C1(CC1)F)CO[C@H]1[C@@H]2CN([C@H](C1)C2)C=2SC1=C(N2)C(=CC(=C1)C(=O)O)OC(F)(F)F